CN1CCC(=CC1)C1=CC=C(CCNC(OCC2=CC=CC=C2)=O)C=C1 benzyl (4-(1-methyl-1,2,3,6-tetrahydropyridin-4-yl)phenethyl)carbamate